FC1=C(C=CC=C1C)C1=C(C=C2C(=N1)C=NN2C(C2=CC=CC=C2)(C2=CC=CC=C2)C2=CC=CC=C2)OC 5-(2-fluoro-3-methylphenyl)-6-methoxy-1-trityl-1H-pyrazolo[4,3-b]pyridine